2-bromo-N-(2-((1S,3R)-3-((5-cyano-4-methoxypyrimidin-2-yl)amino)cyclohexyl)-1-methyl-1H-benzo[d]imidazol-5-yl)propanamide BrC(C(=O)NC1=CC2=C(N(C(=N2)[C@@H]2C[C@@H](CCC2)NC2=NC=C(C(=N2)OC)C#N)C)C=C1)C